rac-(2S,5S)-N-butyl-2,5-bis(4-tert-butylphenyl)phospholane-1-amine C(CCC)NP1[C@@H](CC[C@H]1C1=CC=C(C=C1)C(C)(C)C)C1=CC=C(C=C1)C(C)(C)C |r|